6-[(2S)-2-aminopropyl]-2-chloro-N-[(3-fluoropyridin-4-yl)methyl]-7H-pyrrolo[2,3-d]pyrimidin-4-amine N[C@H](CC1=CC2=C(N=C(N=C2NCC2=C(C=NC=C2)F)Cl)N1)C